CN(CCOC[C@H]1CN=C2N1C1=CC=C(C=C1C(N2C([2H])([2H])C=2C=NN(C2)C)=O)S(=O)(=O)NC2(CC2)C)C (1R)-1-{[2-(dimethylamino)ethoxy]methyl}-N-(1-methylcyclopropyl)-4-[(1-methylpyrazol-4-yl)(2H2)methyl]-5-oxo-1H,2H-imidazo[1,2-a]quinazoline-7-sulfonamide